CN(CCOCC(=O)N(CCCC)CCCC)C 2-[2-(dimethylamino)ethoxy]-N,N-dibutyl-acetamide